tert-butyl 3-{8-bromo-7-methyl-2-[(tetrahydro-1H-pyrrolizin-7a(5H)-yl)methoxy]-7H-purin-6-yl}-3,8-diazabicyclo[3.2.1]octane-8-carboxylate BrC1=NC2=NC(=NC(=C2N1C)N1CC2CCC(C1)N2C(=O)OC(C)(C)C)OCC21CCCN1CCC2